4-[(4-Cyano-phenoxy)-(5,6-dimethoxy-benzothiazol-2-ylcarbamoyl)-methyl]-benzoic acid C(#N)C1=CC=C(OC(C2=CC=C(C(=O)O)C=C2)C(NC=2SC3=C(N2)C=C(C(=C3)OC)OC)=O)C=C1